C(C)N(C(=O)NC(C(=O)O)CCN(CCCCC1=NC=2NCCCC2C=C1)CCOC1=CC=CC=C1)CC 2-(diethylcarbamoylamino)-4-[2-phenoxyethyl-[4-(5,6,7,8-tetrahydro-1,8-naphthyridin-2-yl)butyl]amino]butanoic acid